N(=[N+]=[N-])CC(=O)NC(C(=O)N(C)C1=CC=C(C=C1)OC)CC1=CC=CC=C1 2-(2-azidoacetamido)-N-(4-methoxyphenyl)-N-methyl-3-phenylpropionamide